COCCO[C@H]1[C@@H](O[C@@H]([C@H]1O)CO)N1C(=O)N=C(N)C=C1 2'-O-methoxyethylcytidine